[4-(1,4,8,11-tetraazacyclotetradecan-1-yl)-methylbenzoic acid] hydrochloride Cl.N1(CCNCCCNCCNCCC1)C1=CC(=C(C(=O)O)C=C1)C